FC=1C(=C(C=C(C1)C(C)C)[C@H](C(=O)O)N1C[C@@H](CC1)N(CCOCCC1=NC=2NCCCC2C=C1)CC(C)C)OC (R)-2-(3-fluoro-5-isopropyl-2-methoxyphenyl)-2-((R)-3-(isobutyl(2-(2-(5,6,7,8-tetrahydro-1,8-naphthyridin-2-yl)ethoxy)ethyl)amino)pyrrolidin-1-yl)acetic acid